ClC=1C=NC=C(C1N1CCN(CC1)CC=1C=C2CN(C(C2=CC1)=O)C1C(NC(CC1)=O)=O)Cl 3-(5-((4-(3,5-dichloropyridin-4-yl)piperazin-1-yl)methyl)-1-oxoisoindolin-2-yl)piperidine-2,6-dione